CC1=C(C(=C(C1([Hf]C1=C(C2=C3CCCC3=CC=C2C1)CC1=CC=CC=C1)C)C)C)C Pentamethylcyclopentadienyl-(1-benzyl-3,6,7,8-tetrahydro-as-indacenyl)hafnium